CC(C)(OC1C(CCCC1)CN1C=[N+](C=C1)CC1C(CCCC1)OC(C)(C)C)C 1,3-bis{[2-(1,1-dimethylethoxy)cyclohex-1-yl]methyl}imidazolium